2-(4,4-difluoro-3-methylpiperidin-1-yl)-7,7-dimethyl-5,6,7,8-tetrahydroquinoline-3-carboxamide FC1(C(CN(CC1)C1=NC=2CC(CCC2C=C1C(=O)N)(C)C)C)F